7,9-dimethyl-4-(thiazol-2-yl)pyrido[3',2':4,5]thieno[3,2-d]pyrimidine CC=1C=C(C2=C(SC3=C2N=CN=C3C=3SC=CN3)N1)C